C(C)C(COC(C=1C(O)=CC=CC1)=O)CCCC salicylic acid 2-ethylhexyl ester